tert-butyl 2-(4-(chroman-6-ylmethyl)-2-(2-isopropylphenyl) piperazin-1-yl)-7-azaspiro[3.5]nonane-7-carboxylate O1CCCC2=CC(=CC=C12)CN1CC(N(CC1)C1CC2(C1)CCN(CC2)C(=O)OC(C)(C)C)C2=C(C=CC=C2)C(C)C